NC=1C=2N(C(=CN1)C1=CCC(CC1)NC)C(=NC2C2=CC=C(C=C2)NC(=O)NC=2C=NC=CC2)C(C)C 1-(4-(8-amino-3-isopropyl-5-(4-(methylamino)cyclohex-1-en-1-yl)imidazo[1,5-a]pyrazin-1-yl)phenyl)-3-(pyridin-3-yl)urea